FC1=C(C=C(C=C1)OC)I 4-fluoro-3-iodo-1-methoxybenzene